1-(bromomethyl)-2,4,5-trifluoro-benzene BrCC1=C(C=C(C(=C1)F)F)F